C(C)(C)OC1=NN2C(C3=CC=CC=C13)=NN=C2C 6-Isopropoxy-3-methyl-[1,2,4]triazolo[3,4-a]phthalazine